Tert-butyl (1R,4S)-1-(hydroxymethyl)-5-methyl-6-oxo-2,5-diazabicyclo[2.2.1]heptane-2-carboxylate OC[C@@]12N(C[C@@H](N(C1=O)C)C2)C(=O)OC(C)(C)C